C(C)(C)C12CCC(C2C1)=O 5-isopropylbicyclo[3.1.0]hexane-2-one